2-phenylethan C1(=CC=CC=C1)CC